C1(CC1)N1C(=NC2=NC=C(C=C21)C=2C=CN1N=CN=C(C12)N1CC(C1)C)C 1-cyclopropyl-2-methyl-6-(4-(3-methylazetidin-1-yl)pyrrolo[2,1-f][1,2,4]triazin-5-yl)-1H-imidazo[4,5-b]pyridine